C(C1=CC=CC=C1)N(CC1=CC=CC=C1)C N,N-Dibenzylmethylamine